ClC1=CC=C(C=C1)N1C(CC(CC1)=O)=O 1-(4-chlorophenyl)piperidine-2,4-dione